ClC=1C=CC=2N(C1)N=C(C2S(=O)(=O)CC)N2CC=1C=C3C(=CC1C2=O)OC(O3)(F)F 6-(6-chloro-3-ethylsulfonyl-pyrazolo[1,5-a]pyridin-2-yl)-2,2-difluoro-5H-[1,3]dioxolo[4,5-f]isoindol-7-one